1-(5-aminopentyl)-2-butyl-7-isopropoxy-1H-imidazo[4,5-d]pyridazin-4-amine NCCCCCN1C(=NC=2C1=C(N=NC2N)OC(C)C)CCCC